sodium (2R)-2,3-bis(palmitoyloxy)propyl (2S)-3-{[(2R)-2,3-dihydroxypropyl] oxy}-2-hydroxypropyl phosphate P(=O)(OC[C@@H](COC(CCCCCCCCCCCCCCC)=O)OC(CCCCCCCCCCCCCCC)=O)(OC[C@H](COC[C@@H](CO)O)O)[O-].[Na+]